C(=O)(O)COC1=C(C=CC(=C1)O/C(=C/C)/CC)C(/C=C/C1=CC=C(C(=O)O)C=C1)=O 4-[(E)-3-[2-(Carboxymethoxy)-4-[(E)-pent-2-en-3-yl]oxyphenyl]-3-oxoprop-1-enyl]benzoic acid